(1-(((1-((6-chloropyridin-3-yl)amino)isoquinolin-6-yl)oxy)methyl)cyclopropyl)meth-anol ClC1=CC=C(C=N1)NC1=NC=CC2=CC(=CC=C12)OCC1(CC1)CO